ClC=1C=C(C=CC1OCC1=CC=C(C=C1)F)NC1=NC=NC2=CC(=C(C=C12)[N+](=O)[O-])OCCN1CCCCC1 N-(3-chloro-4-((4-fluorobenzyl)oxy)phenyl)-6-nitro-7-(2-(piperidin-1-yl)ethoxy)quinazolin-4-amine